3-hydroxy-5-fluorobenzaldehyde OC=1C=C(C=O)C=C(C1)F